N-(2-(2,6-dioxopiperidin-3-yl)-1,3-dioxoisoindolin-4-yl)-3,6,9,12-tetraoxatetradecanamide O=C1NC(CCC1N1C(C2=CC=CC(=C2C1=O)NC(COCCOCCOCCOCC)=O)=O)=O